2-(pyrrolidin-2-ylmethyl)-1H-imidazo[4,5-c]quinolin-4-amine N1C(CCC1)CC=1NC2=C(C(=NC=3C=CC=CC23)N)N1